(2-methylphenyl)diphenylselenonium triflate [O-]S(=O)(=O)C(F)(F)F.CC1=C(C=CC=C1)[Se+](C1=CC=CC=C1)C1=CC=CC=C1